C(C)(C)(C)OC1=CC=C(C=C1)[S+](C1=CC=C(C=C1)OC(C)(C)C)C1=CC=C(C=C1)OC(C)(C)C tris(4-tert-butoxyphenyl)sulfonium